C[C@@H]1N(CCNC1)C=1C=NC(=CC1)[N+](=O)[O-] (S)-2-methyl-(6-nitropyridin-3-yl)piperazine